N1(CCCC1)C(C(=C)C1=CC=C(C=C1)C(F)(F)F)=O 1-(pyrrolidin-1-yl)-2-(4-(trifluoromethyl)phenyl)prop-2-en-1-one